FC(C(=O)O)(F)F.C1C(CC12CNCC2)N2CCC(CC2)N(C(C)=O)CC N-[1-(6-Azaspiro[3.4]oct-2-yl)piperidin-4-yl]-N-ethylacetamide trifluoroacetate salt